S1CC(CCC1)=O dihydro-2H-thiopyran-3(4H)-one